NC1=NN(C=C1)CC1=CC(C(=C(N1CC)C1=CC(=C(C=C1)Cl)Cl)C(=O)O)=O 6-((3-amino-1H-pyrazol-1-yl)methyl)-2-(3,4-dichlorophenyl)-1-ethyl-4-oxo-1,4-dihydropyridine-3-carboxylic acid